(5S,6S)-5-Ethyl-6-methyl-3-(trifluoromethyl)-5,6-dihydro-4H-cyclopenta[c]pyrazol C(C)[C@H]1CC=2C(=NNC2C(F)(F)F)[C@H]1C